2-[(6-bromoquinolin-2-yl)oxy]ethanol BrC=1C=C2C=CC(=NC2=CC1)OCCO